C(C)(C)(C)OC(=O)N1CCC(CC1)OC=1C=NC(=CC1)C.C(C1=CC=CC=C1)C(C(=O)C1=CC=C(C=C1)N1CCOCC1)(CC)N(C)C 2-benzyl-2-dimethylamino-(4-morpholinophenyl)butan-1-one tert-butyl-4-((6-methylpyridin-3-yl)oxy)piperidine-1-carboxylate